ClC1=C(C(=O)N(C)C)C=CC(=C1)NC1=NC=C(C(=N1)N[C@H](CO)C1=CC=CC=C1)C=1OC(=CN1)C 2-chloro-4-[[4-[[(1S)-2-hydroxy-1-phenyl-ethyl]amino]-5-(5-methyloxazol-2-yl)pyrimidin-2-yl]amino]-N,N-dimethyl-benzamide